C(C)(C)(C)OC(=O)N1C(=NC2=C1C=C(C(=C2CC(C)(C)C)F)F)CN2C(C(=CC=C2)NC([C@H](CC\C=C\C(=O)N(C)C)NC(=O)OC)=O)=O tert-Butyl-2-[[3-[[(E,2S)-7-(dimethylamino)-2-(methoxycarbonylamino)-7-oxo-hept-5-enoyl]amino]-2-oxo-1-pyridyl]methyl]-4-(2,2-dimethylpropyl)-5,6-difluoro-benzimidazol-1-carboxylat